6-allyl-7-(1-acetyl-2-hydroxy-1-propenyl)-1-p-isopropylbenzenesulfonyl-2,3,4,5-tetrahydro-1H-azepine C(C=C)C=1CCCCN(C1C(=C(C)O)C(C)=O)S(=O)(=O)C1=CC=C(C=C1)C(C)C